ClC1=C(C(=CC=C1F)Cl)C(C)OC=1C(=NC=C(C1)C#CCN(C)C)N 3-[1-(2,6-dichloro-3-fluoro-phenyl)-ethoxy]-5-(3-dimethylamino-prop-1-ynyl)-pyridin-2-ylamine